The molecule is a diterpene glycoside that is labd-14-en-11-one substituted by beta-acetoxy group at position 6, an epoxy group between positions 8 and 13, a beta-hydroxy group at position 7 and a beta-D-glucopyranosyloxy group at position 1 (the 1alpha stereoisomer). Isolated from the whole plant of Coleus forskohlii, it shows relaxative effects on isolated guinea pig tracheal spirals in vitro. It has a role as a metabolite and a muscle relaxant. It is a labdane diterpenoid, a diterpene glycoside, an acetate ester, a beta-D-glucoside, a cyclic ketone and a cyclic ether. CC(=O)O[C@H]1[C@@H]2[C@]([C@H](CCC2(C)C)O[C@H]3[C@@H]([C@H]([C@@H]([C@H](O3)CO)O)O)O)([C@H]4C(=O)C[C@](O[C@@]4([C@H]1O)C)(C)C=C)C